ClC1=NC=CC(=C1F)C=1C=NC=2CCN(CC2C1)C1=C(C(=C(N=N1)C#N)C)C 6-[3-(2-chloro-3-fluoro-4-pyridyl)-7,8-dihydro-5H-1,6-naphthyridin-6-yl]-4,5-dimethyl-pyridazine-3-carbonitrile